2-(1-Azepanylmethyl)-4-{1-[3-(1-azepanylmethyl)-4-hydroxyphenyl]-1-methylethyl}phenol CC(C)(C1=CC(=C(C=C1)O)CN2CCCCCC2)C3=CC(=C(C=C3)O)CN4CCCCCC4